The molecule is a hydrochloride resulting from the combination of equimolar amounts of midodrine and hydrogen chloride. Midodrine is a direct-acting sympathomimetic with selective alpha-adrenergic agonist activity. The hydrochloride salt is used as a peripheral vasoconstrictor in the treatment of certain hypotensive states. The main active moiety is its major metabolite, deglymidodrine. It has a role as an alpha-adrenergic agonist, a sympathomimetic agent and a vasoconstrictor agent. It contains a midodrine(1+). COC1=CC(=C(C=C1)OC)C(CNC(=O)CN)O.Cl